2-oxo-5-(4-(trifluoromethyl)phenyl)-1,2,5,6-tetrahydropyridine-3-carboxylate O=C1NCC(C=C1C(=O)[O-])C1=CC=C(C=C1)C(F)(F)F